N1=C(C=CC=C1)C1=NC=CC=C1.[Cu] copper (2,2-bipyridine)